(6s,8r)-6-(4-bromo-2-ethoxyphenyl)-7-((1-fluorocyclopropyl)methyl)-8-methyl-3-(tetrahydro-2H-pyran-2-yl)-6,7,8,9-tetrahydro-3H-pyrazolo[4,3-f]isoquinoline BrC1=CC(=C(C=C1)[C@H]1N([C@@H](CC2=C3C(=CC=C12)N(N=C3)C3OCCCC3)C)CC3(CC3)F)OCC